dimethyl (2-bromo-5-(bromomethyl)benzyl)phosphonate BrC1=C(CP(OC)(OC)=O)C=C(C=C1)CBr